6-Chloro-3-[[(1R)-1-[2-(6-fluoro-2-pyridyl)-3,6-dimethyl-4-oxo-chromen-8-yl]ethyl]amino]pyridine-2-carbonitrile ClC1=CC=C(C(=N1)C#N)N[C@H](C)C=1C=C(C=C2C(C(=C(OC12)C1=NC(=CC=C1)F)C)=O)C